N-(2-((5-cyano-4-((2-isopropoxyphenyl)amino)pyrimidin-2-yl)amino)-5-(4-((2-methoxyethyl)(methyl)amino)piperidin-1-yl)phenyl)acrylamide C(#N)C=1C(=NC(=NC1)NC1=C(C=C(C=C1)N1CCC(CC1)N(C)CCOC)NC(C=C)=O)NC1=C(C=CC=C1)OC(C)C